2-cyclohexyl-N-(2-methoxybenzyl)ethanamine hydrochloride Cl.C1(CCCCC1)CCNCC1=C(C=CC=C1)OC